CC1=C(C(NC(=C1)C)=O)CN1C(C2=C(C3=C(C(=C2CC1)F)CC(O3)(C)C3CCC(CC3)N3CC(C3)OC)C)=O 7-((4,6-dimethyl-2-oxo-1,2-dihydropyridin-3-yl)methyl)-4-fluoro-2-(4-(3-methoxyazetidin-1-yl)cyclohexyl)-2,9-dimethyl-2,3,6,7-tetrahydrofuro[3,2-g]isoquinolin-8(5H)-one